C(C)(C)(C)OC(=O)N=[S@@](=O)(C=1C(=NC(=CC1)C)O[C@H](C)CCCO)N1[C@@H](CCC1)C(=O)OC methyl ((S)-N-(tert-butoxycarbonyl)-2-(((R)-5-hydroxypentan-2-yl)oxy)-6-methylpyridine-3-sulfonimidoyl)-L-prolinate